(E)-ethyl 12-((tert-butyldiphenylsilyl)oxy)dodec-2-enoate [Si](C1=CC=CC=C1)(C1=CC=CC=C1)(C(C)(C)C)OCCCCCCCCC/C=C/C(=O)OCC